C(C)(=O)C1=C(NC2=C(C=CC(=C2C1=O)Cl)Br)S(=O)CC1=C(C=C(C=C1)F)F 3-acetyl-8-bromo-5-chloro-2-((2,4-difluorobenzyl)sulfinyl)quinolin-4(1H)-one